C1(=CC=CC=C1)S(=O)(=O)OC methyl benzenesulphonate